NC1=NC(=C2N=CN(C2=N1)[C@@H]1C([C@@H](C(C1)O)CN1C(C2=CC=CC=C2C1=O)=O)=C)O ((1R,3S)-3-(2-Amino-6-hydroxy-9H-purin-9-yl)-5-hydroxy-2-methylenecyclopentyl)methylisoindoline-1,3-dione